C1(CCC1)C=1C(=NN(C1C1=CC(=C(C(=C1)F)F)F)C)NC(=O)C1CC(C1)(F)F N-(4-cyclobutyl-1-methyl-5-(3,4,5-trifluorophenyl)-1H-pyrazol-3-yl)-3,3-difluorocyclobutane-1-carboxamide